[N+3].Br[NH+]1N(N(N=C1C1=CC=CC=C1)C=1SC(=C(N1)C)C)C1=CC=CC=C1 bromo-3-(4,5-dimethyl-2-thiazolyl)-2,5-diphenyltetrazolium nitrogen